tert-butyl 6-fluoro-3-{3-[(6-fluoronaphthalen-1-yl)oxy]propyl}-1-[2-(piperazin-1-yl)ethyl]-7-(1,3,5-trimethyl-1H-pyrazol-4-yl)-1H-indole-2-carboxylate FC1=CC=C2C(=C(N(C2=C1C=1C(=NN(C1C)C)C)CCN1CCNCC1)C(=O)OC(C)(C)C)CCCOC1=CC=CC2=CC(=CC=C12)F